(4-methylpiperazin-1-yl)(5-(8,9,10,11-tetrahydro-3H-pyrazolo[4,3-a]phenanthridin-7-yl)thiophen-2-yl)methanone CN1CCN(CC1)C(=O)C=1SC(=CC1)C1=NC2=CC=C3C(=C2C=2CCCCC12)C=NN3